cinnolineselon N=1NC(C=C2C=CC=CC12)=[Se]